N-(6-((4S,6S)-2-amino-4-methyl-6-(trifluoromethyl)-5,6-dihydro-4H-1,3-oxazin-4-yl)-5-fluoropyridin-2-yl)-5-(fluoromethoxy)picolinamide 2,2,2-trifluoroacetate FC(C(=O)O)(F)F.NC=1O[C@@H](C[C@@](N1)(C)C1=C(C=CC(=N1)NC(C1=NC=C(C=C1)OCF)=O)F)C(F)(F)F